C1(CCCCC1)SC=1N(C(=CC1)C)C1=NC=CC=C1 2-(2-(cyclohexylthio)-5-methyl-1H-pyrrol-1-yl)pyridine